N-(1,3-Dihydroxypropan-2-yl)-3-(2-(4-fluorophenyl)-1H-pyrrolo[2,3-b]pyridin-5-yl)benzamide OCC(CO)NC(C1=CC(=CC=C1)C=1C=C2C(=NC1)NC(=C2)C2=CC=C(C=C2)F)=O